ONC(CC1CN(C1)C(=O)OC(C)(C)C)=O tert-butyl 3-(2-(hydroxyamino)-2-oxoethyl)azetidine-1-carboxylate